5-(4-((4-(4-amino-3-(4-phenoxyphenyl)-1H-pyrazolo[3,4-d]pyrimidin-1-yl)cyclohexyl)methyl)piperazin-1-yl)-2-(2,6-dioxopiperidin-3-yl)-6-fluoroisoindoline-1,3-dione NC1=C2C(=NC=N1)N(N=C2C2=CC=C(C=C2)OC2=CC=CC=C2)C2CCC(CC2)CN2CCN(CC2)C=2C=C1C(N(C(C1=CC2F)=O)C2C(NC(CC2)=O)=O)=O